ClC=1C(=NC=C(C1)NC1=NC=CC(=N1)N1C[C@H]2CC[C@@H](C1)N2C(=O)C2CC2)C(=O)NC 3-chloro-5-({4-[(1R,5S)-8-(cyclopropylcarbonyl)-3,8-diazabicyclo[3.2.1]oct-3-yl]pyrimidin-2-yl}amino)-N-methylpyridine-2-carboxamide